C1(CC1)[C@@H]1NC2=C(C(N(C=3C=CC(=CC23)NC2=CC(=NC=C2F)N2CCC(CC2)(F)F)CC)=O)OCC1(F)F (S)-2-Cyclopropyl-10-((2-(4,4-difluoropiperidin-1-yl)-5-fluoropyridin-4-yl)amino)-3,3-difluoro-7-ethyl-1,2,3,4-tetrahydro-[1,4]oxazepino[2,3-c]chinolin-6(7H)-on